C(C=C)(=O)OCP1(OC2=CC=CC=C2C=2C=CC=CC12)=O 10-(acryloyloxymethyl)-9,10-dihydro-9-oxa-10-phosphaphenanthrene-10-oxide